FC1=C(C=C(C=C1)F)[C@@H]1N(CCC1)C1=NC=2N(C=C1)N=CC2C2=CC=CC(=N2)N2CCN(CC2)CC=2C=C1CN(C(C1=C(C2)F)=O)C2C(NC(CC2)=O)=O 3-(5-((4-(6-(5-((R)-2-(2,5-difluorophenyl)pyrrolidin-1-yl)pyrazolo[1,5-a]pyrimidine-3-yl)pyridin-2-yl)piperazin-1-yl)methyl)-7-fluoro-1-oxoisoindoline-2-yl)piperidine-2,6-dione